CCCCC Pentanen